2,2-bis(4-methacryloxyisopropoxyphenyl)propane C(C(=C)C)(=O)OC1=CC(=C(C=C1)C(C)(C)C1=C(C=C(C=C1)OC(C(=C)C)=O)OC(C)C)OC(C)C